[W].[Na] sodium-tungsten